1-(adamantan-1-yloxy)-3-[4-(2-methoxyphenyl)piperazin-1-yl]propan-2-ol C12(CC3CC(CC(C1)C3)C2)OCC(CN2CCN(CC2)C2=C(C=CC=C2)OC)O